N-(4-Chloroquinolin-8-yl)-2,4-dimethoxybenzamide ClC1=CC=NC2=C(C=CC=C12)NC(C1=C(C=C(C=C1)OC)OC)=O